CON(C(=O)C=1C=CC2=C(NC(=N2)C)C1)C N-methoxy-N,2-dimethyl-1H-benzo[d]imidazole-6-carboxamide